(3R)-3-amino-5-[(4-chlorophenyl)methyl]-8-fluoro-7-[2-(2-hydroxy-2-methyl-propyl)tetrazol-5-yl]-1,1-dioxo-2,3-dihydro-1λ6,5-benzothiazepin-4-one N[C@H]1CS(C2=C(N(C1=O)CC1=CC=C(C=C1)Cl)C=C(C(=C2)F)C=2N=NN(N2)CC(C)(C)O)(=O)=O